5-(4-((1'-(5-(difluoromethyl)-5H-pyrido[4,3-b]indol-7-yl)-4-fluoro-[1,4'-bipiperidin]-4-yl)methyl)piperazin-1-yl)-2-(2,6-dioxopiperidin-3-yl)isoindoline-1,3-dione FC(N1C2=C(C=3C=CC(=CC13)N1CCC(CC1)N1CCC(CC1)(F)CN1CCN(CC1)C=1C=C3C(N(C(C3=CC1)=O)C1C(NC(CC1)=O)=O)=O)C=NC=C2)F